C(C)C1(CCC(CC1)C1=C2N(N=C1CN(CCNC)C)CCC2)COC N1-((3-(4-ethyl-4-(methoxymethyl)-cyclohexyl)-5,6-dihydro-4H-pyrrolo-[1,2-b]pyrazol-2-yl)methyl)-N1,N2-dimethylethane-1,2-diamine